2-methyl-3-ethyl-1,4-butanediol CC(CO)C(CO)CC